2-bromo-N-((R)-((1s,2R,3s,5s,7R)-1,5-dichloroadamantan-2-yl)(phenyl)methyl)acetamide tert-butyl-3-(aminomethyl)-2,2-difluorobicyclo[1.1.1]pentane-1-carboxylate C(C)(C)(C)OC(=O)C12C(C(C1)(C2)CN)(F)F.BrCC(=O)N[C@@H](C2=CC=CC=C2)[C@@H]2[C@@]1(C[C@H]3C[C@](C[C@@H]2C3)(C1)Cl)Cl